CC(C)N(C(=O)C=1N=C(SC1)C=1C=NN(C1)C1=C(C=CC=C1)OC(F)(F)F)[C@@H]1CNCC1 N-(propan-2-yl)-N-[(3S)-pyrrolidin-3-yl]-2-{1-[2-(trifluoromethoxy)phenyl]-1H-pyrazol-4-yl}-1,3-thiazole-4-carboxamide